C(CCCCCCCCCCCCCCCCC)OC(CCCCCCCCCCCCCCCCC)=O.[Na] Natrium stearylstearat